2-(2-methoxyphenyl)-3',4'-dimethoxyacetophenone COC1=C(C=CC=C1)CC(=O)C1=CC(=C(C=C1)OC)OC